The molecule is a long-chain fatty alcohol that is dodecan-1-ol bearing a methyl substituent at position 11. It is a long-chain primary fatty alcohol and a fatty alcohol 13:0. CC(C)CCCCCCCCCCO